OC1C[C@@H]2[C@@H](CN(C2)C(=O)OC(C)(C)C)C1 tert-butyl (3aR,6aS)-5-hydroxyhexahydrocyclopenta[c]pyrrole-2(1H)-carboxylate